N[C@H]1C(N(CC1)[C@H](C(=O)O)CC(C)C)=O (S)-2-((R)-3-amino-2-oxopyrrolidin-1-yl)-4-methylpentanoic acid